ClC1=C2NC3=C4C(C=5C=CC=CC5C(C4=CC(=C3NC2=C2C(C3=CC=CC=C3C(C2=C1)=O)=O)Cl)=O)=O 7,16-dichloro-6,15-dihydro-5,9,14,18-anthrazine-tetrone